3-chloro-4-fluorobenzene-1-carbonitrile ClC=1C=C(C=CC1F)C#N